C1(=C(C=CC=C1)CCC(CC)=O)C 1-tolyl-3-pentanone